C(C)(C)NC1=CC=NC=C1 4-(isopropylamino)pyridine